FC(C(=O)O)(F)F.FC(C(=O)O)(F)F.ClC1=C2C(=NNC2=CC(=C1)N1CCNCC1)NC1=NN2C(C(=NC(=C2)C)C)=C1 N-(4-chloro-6-(piperazin-1-yl)-1H-indazol-3-yl)-4,6-dimethylpyrazolo[1,5-a]pyrazin-2-amine bis(2,2,2-trifluoroacetate)